FC=1C(=NC=C(C(=O)NCC=2C=NN3N=CC=CC32)C1)OC 5-fluoro-6-methoxy-N-(pyrazolo[1,5-b]pyridazin-3-ylmethyl)nicotinamide